D-gulono-1,4-lactone C1([C@H](O)[C@H](O)[C@H]([C@H](O)CO)O1)=O